2-amino-6-(2,2,3,3,3-pentafluoropropoxy)nicotinic acid NC1=C(C(=O)O)C=CC(=N1)OCC(C(F)(F)F)(F)F